COC=1C=C(CN(C=2SC=C(N2)COCC2=CC(=CC=C2)OC)CC2=CC(=CC=C2)OC)C=CC1 N,N-bis(3-methoxybenzyl)-4-(((3-methoxybenzyl)oxy)methyl)thiazol-2-amine